C(C)NC=1C2=CC(=C(C=C2N=C2CCCCC12)COCCN1CCCC1)OC N-ethyl-7-methoxy-6-{[2-(pyrrolidin-1-yl)ethoxy]methyl}-1,2,3,4-tetrahydroacridin-9-amine